C(C)N(C1=NC=2N(C3=CC(=CC=C13)N)C=NN2)C2=CC=CC=C2 N5-ethyl-N5-Phenyl-[1,2,4]triazolo[4,3-a]quinazoline-5,8-diamine